ClC1=C(C=C(C=C1)C1=CN(C(C=C1)=O)C(C)C)CC(C(=O)NC1=CC=C(C=C1)C1=NN=CN1C)NC(=O)C=1C(=NOC1)C(F)(F)F N-[1-[[2-chloro-5-(1-isopropyl-6-oxo-3-pyridyl)phenyl]methyl]-2-[4-(4-methyl-1,2,4-triazol-3-yl)anilino]-2-oxo-ethyl]-3-(trifluoromethyl)isoxazole-4-carboxamide